2-(1,2-dihydroxyethyl)p-phenylenediamine OC(CO)C1=C(C=CC(=C1)N)N